(S)-N-(4-Methyl-5-oxo-5,6,7,8-tetrahydro-4H-pyrazolo[1,5-a][1,3]diazepin-6-yl)-4-phenoxypicolinamid CN1C=2N(CC[C@@H](C1=O)NC(C1=NC=CC(=C1)OC1=CC=CC=C1)=O)N=CC2